C(C)(C)(C)OC(=O)N1C[C@@H](CC1)SC(C)=O (R)-3-(acetylthio)pyrrolidine-1-carboxylic acid tert-butyl ester